CN(C)CC1=C(C=C(S1)C1=NC(=NC(=N1)N1CCOCC1)C=1C=NC(=NC1)N)C 5-(4-(5-((dimethylamino)methyl)-4-methylthiophen-2-yl)-6-morpholino-1,3,5-triazin-2-yl)pyrimidin-2-amine